2-fluoro-6-(methylcarbamoyl)-3',6'-dihydro-2'h-[3,4'-bipyridine]-1'-carboxylic acid tert-butyl ester C(C)(C)(C)OC(=O)N1CCC(=CC1)C=1C(=NC(=CC1)C(NC)=O)F